ClC=1C=CC(=C(C1)C1=CC=C2C(=NC(=NC2=C1F)OC[C@H]1N(CCC1)C)N1C[C@@H](NCC1)CC#N)OC 2-((S)-4-(7-(5-Chloro-2-methoxyphenyl)-8-fluoro-2-(((S)-1-methylpyrrolidin-2-yl)methoxy)quinazolin-4-yl)piperazin-2-yl)acetonitrile